CC1(OCC=2C=NC(=CC21)C(=O)O)CC(F)(F)F 1-methyl-1-(2,2,2-trifluoroethyl)-3H-furo[3,4-c]pyridine-6-carboxylic acid